CN1CCN(CC1)CCCCNC(C)(C)C 4-(4-methylpiperazin-1-yl)butyl-tert-butylamine